C(C)OC(=O)[C@@H]1OC(O[C@@H]1C1=CSC=C1)(C)C.C(C)(C)(C)OC[C@@]1(N2CCC(C1=O)(CC2)C)CO (1R,2S,4R)-2-(tert-butoxymethyl)-2-(hydroxymethyl)-4-methyl-quinuclidin-3-one (4R,5R)-ethyl-2,2-dimethyl-5-(thien-3-yl)-1,3-dioxolan-4-carboxylate